ClC1=CC=C(S1)CNC1=CC(=NN1)C1N(CCC1)C(CN1CCOCC1)=O 1-[2-(5-{[(5-Chlorothiophen-2-yl)methyl]amino}-1H-pyrazol-3-yl)pyrrolidin-1-yl]-2-(morpholin-4-yl)ethan-1-on